(S)-6-((S)-5-acryloyl-4-methyl-4,5,6,7-tetrahydropyrazolo[1,5-a]pyrazin-2-yl)-7-(2,4-difluoro-6-((R)-2-hydroxypropoxy)phenyl)thieno[3,2-c]pyridin-4-yl trifluoromethanesulfonate FC(S(=O)(=O)OC1=NC(=C(C2=C1C=CS2)C2=C(C=C(C=C2OC[C@@H](C)O)F)F)C2=NN1C([C@@H](N(CC1)C(C=C)=O)C)=C2)(F)F